2-(2,6-Dioxo-3-piperidyl)-4-[[(2S)-4-[3-(methylamino)propyl]morpholin-2-yl]methylamino]isoindoline-1,3-dione O=C1NC(CCC1N1C(C2=CC=CC(=C2C1=O)NC[C@H]1CN(CCO1)CCCNC)=O)=O